C(C1=CC=CC=C1)N1CC(NCC1)(C1=CC(=CC=C1)O)CC1=C(C=C(C=C1Br)F)Br 1-benzyl-3-(2,6-dibromo-4-fluorobenzyl)-3-(3-hydroxyphenyl)piperazine